4-(3-(4-cyano-3-(trifluoromethyl)phenyl)-5,5-dimethyl-4-oxo-2-thioxoimidazolidin-1-yl)-2-fluoro-N-(6-(piperazin-1-yl)hexyl)benzamide trifluoroacetate FC(C(=O)O)(F)F.C(#N)C1=C(C=C(C=C1)N1C(N(C(C1=O)(C)C)C1=CC(=C(C(=O)NCCCCCCN2CCNCC2)C=C1)F)=S)C(F)(F)F